IC=1C=C(C#N)C=C(C1)I 3,5-diiodobenzonitrile